NC1=C(C=C(C=N1)C1=NC(=CC(=C1O)C1=CC(=C(C=C1)N1C(N(C=C1)C)=O)Cl)C)N1CC2(CCCN2C(C)C)CC1 1-(4-(6'-amino-3-hydroxy-5'-(1-isopropyl-1,7-diazaspiro[4.4]nonan-7-yl)-6-methyl-[2,3'-bipyridin]-4-yl)-2-chlorophenyl)-3-methyl-1H-imidazol-2(3H)-one